C1(=CC=CC=C1)N(C1=CC=C(C=C1)C1=CC=C(C=C1)C1=CC(=C(C=C1C1=CC=CC=C1)C1=CC=C(C=C1)C#N)C1=CC=CC=C1)C1=CC=CC=C1 4'''-(diphenylamino)-2',5'-diphenyl-[1,1':4',1'':4'',1'''-quaterphenyl]-4-carbonitrile